3,3'-bis(triethylsilyl)biphenyl-2-ol 2,3-dihydroxypropan-1-yl-myristate OC(CC(C(=O)OC=1C(=CC=CC1[Si](CC)(CC)CC)C1=CC(=CC=C1)[Si](CC)(CC)CC)CCCCCCCCCCCC)CO